[I-].C(CCCCC)OC=1C(=NSN1)C1=CCC[N+](C1)(C(C(C)C)OC(CCCCCCCCCCCCCCC)=O)C 5-(4-(Hexyloxy)-1,2,5-thiadiazol-3-yl)-1-methyl-1-(2-methyl-1-(palmitoyloxy)propyl)-1,2,3,6-tetrahydropyridin-1-ium iodide